3-thiocyanatopropyltriethoxysilane diisopropyl-(5'-chloro-2'-hydroxy-[1,1'-biphenyl]-3-yl)phosphonate C(C)(C)OP(OC(C)C)(=O)C=1C=C(C=CC1)C1=C(C=CC(=C1)Cl)O.S(C#N)CCC[Si](OCC)(OCC)OCC